S(=O)(=O)=C(CC(CC)=O)Cl 5-sulfonyl-chloropropione